BrC1=CC2=NC(=C3C(=C2S1)N(C(=N3)CCCN3CCN(CC3)C)C)C3CC3 7-bromo-4-cyclopropyl-1-methyl-2-(3-(4-methylpiperazin-1-yl)propyl)-1H-imidazo[4,5-d]thieno[3,2-b]pyridine